2-hydroxy-N-((5-(2-((5-methoxy-3H-imidazo[4,5-b]pyridin-2-yl)thio)acetyl)thiophen-2-yl)methyl)acetamide OCC(=O)NCC=1SC(=CC1)C(CSC1=NC=2C(=NC(=CC2)OC)N1)=O